tetracosyl stearate C(CCCCCCCCCCCCCCCCC)(=O)OCCCCCCCCCCCCCCCCCCCCCCCC